pyrazolo[1,5-a]Pyridine-3-carbonitrile bis(2,2,2-trifluoroacetate) FC(C(=O)O)(F)F.FC(C(=O)O)(F)F.N1=CC(=C2N1C=CC=C2)C#N